(R)-6-(6-isopropoxy-1H-pyrrolo[2,3-b]pyridin-4-yl)-7-methyl-4-(1-(methylsulfonyl)piperidin-4-yl)-5,6,7,8-tetrahydropyrido[4,3-d]pyrimidine C(C)(C)OC1=CC(=C2C(=N1)NC=C2)N2CC1=C(N=CN=C1C1CCN(CC1)S(=O)(=O)C)C[C@H]2C